F[C@@H]1[C@](COC1)(C)N1CCN(CC1)C=1C=C2C=C(N=CC2=CC1C)NC(=O)[C@@H]1[C@H]([C@H]1C=1C=NN(C1)C)C (1R,2S,3R)-N-[6-[4-((3R,4R)-4-fluoro-3-methyl-tetrahydrofuran-3-yl)piperazin-1-yl]-7-methyl-3-isoquinolyl]-2-methyl-3-(1-methylpyrazol-4-yl)cyclopropanecarboxamide